(3aR,5s,6aS)-N-(6-(4-(difluoromethyl)pyridin-3-yl)pyridazin-3-yl)-2-((tetrahydro-2H-pyran-4-yl)methyl-d2)octahydrocyclopenta[c]pyrrol-5-amine FC(C1=C(C=NC=C1)C1=CC=C(N=N1)NC1C[C@@H]2[C@@H](CN(C2)C([2H])([2H])C2CCOCC2)C1)F